bis(glycidyloxyphenyl)adamantan C(C1CO1)OC1=C(C=CC=C1)C1C2(CC3CC(CC1C3)C2)C2=C(C=CC=C2)OCC2CO2